[Na+].N[C@@H](CC(=O)[O-])C(=O)OC(CCCCCCCCCCC)=O lauroyl aspartate, sodium salt